ClC=1NC=CN1 2-chloroimidazole